C=1N=CN2C1CN(CC2)C(=O)[O-] 5,6-dihydroimidazo[1,5-a]pyrazine-7(8H)-carboxylate